C(C1=CC=CC=C1)OCCC1=NC2=C(N1CCCN(C(OC(C)(C)C)=O)C)C(=CC=C2)Br tert-butyl N-[3-[2-(2-benzyloxyethyl)-7-bromo-benzimidazol-1-yl]propyl]-N-methyl-carbamate